1-nitro-3-(trifluoromethoxyl)benzene [N+](=O)([O-])C1=CC(=CC=C1)OC(F)(F)F